2-((1R,2S)-1-(2-cyanophenyl)-1-(1-ethyl-5-methyl-1H-pyrazol-4-yl)propan-2-yl)-5-hydroxy-N-(isoxazol-4-yl)-1-methyl-6-oxo-1,6-dihydropyrimidine-4-carboxamide C(#N)C1=C(C=CC=C1)[C@@H]([C@H](C)C=1N(C(C(=C(N1)C(=O)NC=1C=NOC1)O)=O)C)C=1C=NN(C1C)CC